CCC(C(=O)OC)C(C(=O)OC)(C(=O)OC)C(=O)OC Tetramethyl butanetetracarboxylate